NC[C@@H]1CN(CCO1)C1=NC=CC(=N1)NC1=NNC(=C1)C1CCCC1 2-[(2R)-2-(Aminomethyl)morpholin-4-yl]-N-(5-cyclopentyl-1H-pyrazol-3-yl)pyrimidin-4-amine